DIHYDROPYRAZOLONE N1NC(C=C1)=O